((5aS,6R,11bR)-14-(cyclopropylmethyl)-5a-hydroxy-10-methoxy-1,2,5,5a,6,7-hexahydro-6,11b-(epiminoethano)naphtho[1,2-d]azepin-3(4H)-yl)(oxazol-2-yl)methanone C1(CC1)CN1CC[C@]23CCN(CC[C@]2([C@H]1CC1=CC=C(C=C13)OC)O)C(=O)C=1OC=CN1